sodium (S)-3-(4'-methyl-2,3'-bithiophen-5-yl)-3-(3-(1-methyl-4-oxido-2-oxo-1,2-dihydropyridin-3-yl)ureido)propanoate CC=1C(=CSC1)C=1SC(=CC1)[C@H](CC(=O)[O-])NC(=O)NC=1C(N(C=CC1[O-])C)=O.[Na+].[Na+]